benzene-1,3,5-trisyltriboric acid C1(=CC(=CC(=C1)OB(O)O)OB(O)O)OB(O)O